CN1CC(C1)C1(NC(=CC(=C1)N)C(F)(F)F)N 2-(1-Methylazetidin-3-yl)-6-(trifluoromethyl)pyridine-2,4-diamine